1-(4-((1S,2R)-6-hydroxy-2-methyl-1,2,3,4-tetrahydronaphthalen-1-yl)phenyl)piperidine-4-carbaldehyde OC=1C=C2CC[C@H]([C@H](C2=CC1)C1=CC=C(C=C1)N1CCC(CC1)C=O)C